3-carboxy-N,N-dimethylpropan-1-aminium chloride [Cl-].C(=O)(O)CCC[NH+](C)C